C(C)(C)(C)OC(=O)NC=1C=C(CN2C(=NC=3C=[N+](C=4C=CC=CC4C32)[O-])CCCC)C=CC1 1-(3-((tert-Butoxycarbonyl)amino)benzyl)-2-butyl-1H-imidazo[4,5-c]Quinoline 5-oxide